N1(C=NC=C1)C1=CC2=C(C(=N1)C(=O)OCC)CCC2 ethyl 3-(imidazol-1-yl)-5H,6H,7H-cyclopenta[c]pyridine-1-carboxylate